ClC=1C=C(C=CC1)[C@@H]1[C@H](N(C(CC1)=O)[C@H](C(=O)OC(C)(C)C)CC)C1=CC=C(C=C1)Cl tert-butyl (2S)-2-((2S,3R)-3-(3-chlorophenyl)-2-(4-chlorophenyl)-6-oxo-1-piperidinyl)butanoate